BrC1=C(OC[Ge](C(C)C)(C(C)C)COC2=C(C=C(C(=C2)F)F)Br)C=C(C(=C1)F)F bis((2-bromo-4,5-difluorophenoxy)methyl)diisopropylgermane